3-((2-carboxyethyl)amino)-7-(trifluoromethoxy)benzo[e][1,2,4]triazine 1,4-dioxide C(=O)(O)CCNC=1N=[N+](C2=C([N+]1[O-])C=CC(=C2)OC(F)(F)F)[O-]